benzyl 3-[2-(4-cyanophenyl)-4-(trifluoromethyl)imidazol-1-yl]azetidine-1-carboxylate C(#N)C1=CC=C(C=C1)C=1N(C=C(N1)C(F)(F)F)C1CN(C1)C(=O)OCC1=CC=CC=C1